C(CCC)NC1=NC(=NC=C1C(=O)N)NC=1C=NN(C1)C 4-n-butylamino-2-[(1-methyl-1H-pyrazol-4-yl)amino]pyrimidine-5-carboxamide